(S)-6-(1-amino-1,3-dihydrospiro[indene-2,4'-piperidine]-1'-yl)-3-(4-phenyltetrahydro-2H-pyran-4-yl)-1,5-dihydro-4H-pyrazolo[3,4-d]pyrimidin-4-one N[C@@H]1C2=CC=CC=C2CC12CCN(CC2)C=2NC(C1=C(N2)NN=C1C1(CCOCC1)C1=CC=CC=C1)=O